[O-]P([O-])(=O)OP(=O)([O-])[O-].[K+].C(C(=C)C)(=O)OC1=CC=C(C=C1)C(C)(C)C1=CC=C(C=C1)OCCOC(C(=C)C)=O.[K+].[K+].[K+] 2-(4-methacryloyloxyphenyl)-2-(4-methacryloyloxyethoxyphenyl)propane potassium pyrophosphate salt